N1=C(C=CC=C1N)N pyridin-2,6-diamine